triethylammonium tetrakis(4-trifluoromethylphenyl)borate FC(C1=CC=C(C=C1)[B-](C1=CC=C(C=C1)C(F)(F)F)(C1=CC=C(C=C1)C(F)(F)F)C1=CC=C(C=C1)C(F)(F)F)(F)F.C(C)[NH+](CC)CC